3-(imidazo[1,2-a]pyrimidin-6-yl)-6-methoxy-2-(4-(4-methyl-4H-1,2,4-triazol-3-yl)piperidin-1-yl)benzonitrile N=1C=CN2C1N=CC(=C2)C=2C(=C(C#N)C(=CC2)OC)N2CCC(CC2)C2=NN=CN2C